ClC=1C(=NC=C(C1)C(F)(F)F)S(=O)(=O)C1=CC=C(S1)S(=O)(=O)Cl 5-((3-chloro-5-(trifluoromethyl)pyridin-2-yl)sulfonyl)thiophene-2-sulfonyl chloride